trimethylsilyl-2,2,3,3,3-pentachloropropionate C[Si](C)(C)OC(C(C(Cl)(Cl)Cl)(Cl)Cl)=O